C(C)(C)C=1C2=C(NC1C=1C=C(C=3N(C1)N=CN3)OC)C=C(S2)C(=O)N2CCN(CC2)C(=O)OC(C)(C)C tert-butyl 4-(6-isopropyl-5-(8-methoxy-[1,2,4]triazolo[1,5-a]pyridin-6-yl)-4H-thieno[3,2-b]pyrrole-2-carbonyl)piperazine-1-carboxylate